methyl (S)-5-(4-bromo-2-methoxyphenyl)-5-(((R)-tert-butylsulfinyl)amino)-3-oxopentanoate BrC1=CC(=C(C=C1)[C@H](CC(CC(=O)OC)=O)N[S@](=O)C(C)(C)C)OC